tert-butyl (S)-2-[6-chloro-2-(1-Cyclopropyl-4-methyl-1H-pyrazole-3-carbonyl)-1,2,3,4-tetrahydroisoquinolin-8-yl]pyrrolidine-1-carboxylate ClC=1C=C2CCN(CC2=C(C1)[C@H]1N(CCC1)C(=O)OC(C)(C)C)C(=O)C1=NN(C=C1C)C1CC1